ClC1=C(C=2C=NN(C2C=C1F)C1OCCCC1)C=O 5-chloro-6-fluoro-1-(tetrahydro-2H-pyran-2-yl)-1H-indazole-4-carbaldehyde